(S)-N-(2-methoxyphenyl)-N-(pyrrolidine-3-carbonyl)glycine methyl ester COC(CN(C(=O)[C@@H]1CNCC1)C1=C(C=CC=C1)OC)=O